2,3,5-trimethyl-4-acetoxybenzoic acid methyl ester COC(C1=C(C(=C(C(=C1)C)OC(C)=O)C)C)=O